racemic-endo-tert-butyl (1R,2R,4S)-2-amino-7-azabicyclo[2.2.1]heptane-7-carboxylate N[C@H]1[C@H]2CC[C@@H](C1)N2C(=O)OC(C)(C)C |r|